N-isobutyl-N-methyl-1,2-phenylenediamine C(C(C)C)N(C1=C(C=CC=C1)N)C